ClC=1C(=CC(=C(C1)C1=CN=C(N1C)C(=O)NC1=CC(=C(C=C1)C(=O)N1CCN(CC1)C(=O)C1CCNCC1)Cl)C)C=1C=NN(C1C)CCOC 5-[5-chloro-4-[1-(2-methoxyethyl)-5-methyl-pyrazol-4-yl]-2-methyl-phenyl]-N-[3-chloro-4-[4-(piperidine-4-carbonyl)piperazine-1-carbonyl]phenyl]-1-methyl-imidazole-2-carboxamide